2-amino-6-borono-2-(2-((2-hydroxyethyl)(methyl)amino)ethyl)hexanoic acid NC(C(=O)O)(CCCCB(O)O)CCN(C)CCO